3-(1,1,1,3,5,5,5-heptamethyltrisiloxan-3-yl)propan-1-amine C[Si](O[Si](O[Si](C)(C)C)(C)CCCN)(C)C